C(C)(C)OC(NC1=CC(=C(C=C1)C1=CN=C(S1)[C@@H]1CC[C@H](CC1)NC(=O)OC(C)(C)C)S(NC(C)(C)C)(=O)=O)=O trans-isopropyl-N-[4-[2-[4-(tert-butoxycarbonylamino)cyclohexyl] thiazol-5-yl]-3-(tert-butylsulfamoyl)phenyl]carbamate